N1(CCCCC1)C1CCN(CC1)C(=O)N [1,4'-bipiperidine]-1'-carboxamide